7-(6-(((1S,2S,3R,5R)-2-fluoro-8-azabicyclo[3.2.1]octan-3-yl)(methyl)amino)-1,2,4-triazin-3-yl)-6-hydroxy-2-methyl-4H-chromen-4-one F[C@H]1[C@@H]2CC[C@H](C[C@H]1N(C1=CN=C(N=N1)C1=C(C=C3C(C=C(OC3=C1)C)=O)O)C)N2